Cl.ClC1=C(OC2(CCNCC2)C(=O)OC)C=CC=C1 methyl 4-(2-chlorophenoxy)piperidine-4-carboxylate hydrochloride